4-((2s,5r)-4-(1-(5-cyclopropyl-1,3,4-oxadiazol-2-yl)-2-methylpropyl)-5-ethyl-2-methylpiperazin-1-yl)-1-methyl-2-oxo-1,2-dihydropyrido[3,2-d]pyrimidine-6-carbonitrile C1(CC1)C1=NN=C(O1)C(C(C)C)N1C[C@@H](N(C[C@H]1CC)C=1C2=C(N(C(N1)=O)C)C=CC(=N2)C#N)C